C(OC1=C(C=C(C=C1C(C)(C)C)C(C=C(C1=CC=C(C=C1)OC)Br)C1=CC=C(C=C1)OC)C(C)(C)C)(OC(C)(C)C)=O 4-(3-bromo-1,3-bis(4-methoxyphenyl) allyl)-2,6-di-tert-butyl-phenyl tert-butyl carbonate